4-((3-aminopropyl)(methyl)amino)butane-1-ol NCCCN(CCCCO)C